ClC=1C(=NC(=NC1)NC1CCOCC1)C1=CC=C2CN(C(C2=C1)=O)CC(=O)N(C)C(C)(C)C1CC1 2-(6-{5-chloro-2-[(oxacyclohex-4-yl)amino]pyrimidin-4-yl}-1-oxo-2,3-dihydro-1H-isoindol-2-yl)-N-(2-cyclopropylpropan-2-yl)-N-methylacetamide